1-[2-(3,3-difluoroazetidin-1-yl)-2-oxo-ethyl]-6-(m-tolyl)-3H-imidazo[4,5-b]pyridin-2-one FC1(CN(C1)C(CN1C(NC2=NC=C(C=C21)C=2C=C(C=CC2)C)=O)=O)F